ClC1=CN=C(S1)NC(C(C1=CC=C(C=C1)C=1C=NC=NC1)C1CC(CC1)(F)F)=O N-(5-Chlorothiazol-2-yl)-2-(3,3-difluorocyclopentyl)-2-(4-(pyrimidin-5-yl)phenyl)acetamide